C(#N)C=1C=CC=2C3=C(NC2C1)C(=C(C=N3)C(=O)NCCC(C)(C)O)NC3COC3 7-cyano-N-(3-hydroxy-3-methylbutyl)-4-(oxetan-3-ylamino)-5H-pyrido[3,2-b]indole-3-carboxamide